N1=CC(=CC=C1)C1(CCCC1)C(C)=O 1-(1-(pyridin-3-yl)cyclopentyl)ethan-1-one